ClC1=CC=2N(C(N(C=3N=CC=CC3C2C(=C1)C)CC)=O)C1=C(C=C(C=C1F)NCCNC)F 13-chloro-10-(2,6-difluoro-4-{[2-(methylamino)ethyl]amino}phenyl)-8-ethyl-15-methyl-6,8,10-triazatricyclo[9.4.0.02,7]pentadeca-1(11),2(7),3,5,12,14-hexaen-9-one